2,4-tetradecadiene-1-ol C(C=CC=CCCCCCCCCC)O